4-chloro-2-methylquinoline ClC1=CC(=NC2=CC=CC=C12)C